CC=1C=C2C(C=C(OC2=C(C1)[C@@H](C)NC1=CC=CC=C1)N1CCSCC1)=O (R)-6-methyl-8-(1-(phenylamino)ethyl)-2-thiomorpholino-4H-chromen-4-one